ethyl (Z)-5-((tert-butoxycarbonyl)(methyl)amino)-3-(3,6-dimethylpyrazin-2-yl)pent-2-enoate C(C)(C)(C)OC(=O)N(CC/C(=C/C(=O)OCC)/C1=NC(=CN=C1C)C)C